C(C)(C)(C)OC(=O)N1C[C@H](CC1)COC1=C2C=NN(C2=CC(=C1)Br)C1OCCCC1 (3S)-3-(((6-bromo-1-(tetrahydro-2H-pyran-2-yl)-1H-indazol-4-yl)oxy)methyl)pyrrolidine-1-carboxylic acid tert-butyl ester